C1(CC1)C1=C(C(=CC=C1OC1=C(C=CC=C1)F)[N+](=O)[O-])N1C[C@@H](N(CC1)C(=O)OC(C)(C)C)CN(C(C(F)(F)F)=O)C tert-butyl (2R)-4-[2-cyclopropyl-3-(2-fluorophenoxy)-6-nitrophenyl]-2-{[methyl(trifluoroacetyl)amino]methyl}piperazine-1-carboxylate